[(2S,3R,4S,5R,6S)-4,3-diacetoxy-2-(fluoromethyl)-6-[[(E)-3-[4-[[2-(2-methyl-1H-indol-3-yl)ethylamino]methyl]phenyl]prop-2-enoyl]amino]oxy-tetrahydropyran-3-yl]acetate C(C)(=O)O[C@@H]1[C@]([C@H](O[C@H](C1)ONC(\C=C\C1=CC=C(C=C1)CNCCC1=C(NC2=CC=CC=C12)C)=O)CF)(OC(C)=O)CC(=O)[O-]